[Cl-].C(CCC)OC(=O)OC(C(=O)OC1CC2CCC(C1)[N+]21CCCC1)(C1=CC=CC=C1)C1=CC=CC=C1 3-(2-((butoxycarbonyl)oxy)-2,2-diphenylacetoxy)spiro[bicyclo[3.2.1]octane-8,1'-pyrrolidin]-8-ium chloride